(4-(3-amino-4-(4-aminophenyl)-1-methyl-1H-indazol-6-yl)piperidin-1-yl)-2-methylpropan-1-one NC1=NN(C2=CC(=CC(=C12)C1=CC=C(C=C1)N)C1CCN(CC1)C(C(C)C)=O)C